ClC1=CC=2N(N=C3C2C2C4=C(C(N(C3C2)C)=O)C(=CC=C4OC(F)F)F)C=C1 12-chloro-1-(difluoromethoxy)-4-fluoro-6-methyl-6,7-dihydro-7,14-methanobenzo[c]pyrido[1',2':1,5]pyrazolo[4,3-f]azocin-5(14H)-one